4,5,6,7-tetrahydroisoxazolo(5,4-c)pyridin-3(2H)-one-5,5,7-d3 O1NC(C2=C1C(NC(C2)([2H])[2H])[2H])=O